F[C@@H]\1[C@@]2(C[C@H]([C@](C/C1=C\C1=CN=C(N=N1)C1=C(C=C(C=C1)N1C=NC=C1)O)(N2)[2H])F)[2H] 2-(6-((E)-((1S,2S,5S,6R)-2,6-difluoro-8-azabicyclo[3.2.1]octan-3-ylidene-1,5-d2)methyl)-1,2,4-triazin-3-yl)-5-(1H-imidazol-1-yl)phenol